2-(tert-Butoxycarbonyl)-4-(morpholinomethyl)-2-azabicyclo[2.1.1]Hexane-1-carboxylic acid methyl ester COC(=O)C12N(CC(C1)(C2)CN2CCOCC2)C(=O)OC(C)(C)C